CC1(CN(C1)C=1C=C2C(=CC=NC2=CC1)C(=O)O)CS(=O)(=O)C 6-(3-methyl-3-((methylsulfonyl)methyl)azetidin-1-yl)quinoline-4-carboxylic acid